6-(phenylsulfonyl)-2-(pyridin-3-ylmethyl)phthalazin-1(2H)-one C1(=CC=CC=C1)S(=O)(=O)C=1C=C2C=NN(C(C2=CC1)=O)CC=1C=NC=CC1